C1NCCC2NN3C(C=CCCC3)=C21 octahydro-1H-pyrido[4',3':3,4]pyrazolo[1,5-a]azepin